1-[4-[(3-dimethylaminopropyl)dimethoxysilyl]phenyl]-1-phenylethylene CN(CCC[Si](C1=CC=C(C=C1)C(=C)C1=CC=CC=C1)(OC)OC)C